BrCC1=NN(C(=C1)C#N)C 3-(bromomethyl)-5-cyano-1-methyl-1H-pyrazol